(E)-1-[2-Hydroxy-4-(oxan-2-yloxy)phenyl]-3-(3-methoxyphenyl)prop-2-en-1-one OC1=C(C=CC(=C1)OC1OCCCC1)C(\C=C\C1=CC(=CC=C1)OC)=O